3-methyl-3-phenoxypyrrolidine CC1(CNCC1)OC1=CC=CC=C1